ClCCCCCCS(=O)(=O)NCCCCCCCCCC 6-chloro-N-decylhexane-1-sulfonamide